2-(3-chloro-4-(6-(1-methylcyclopropoxy)-9-((4-methylpyridin-2-yl)methyl)-9H-purin-8-yl)phenoxy)-N-(2-cyanoethyl)-N-methylacetamide ClC=1C=C(OCC(=O)N(C)CCC#N)C=CC1C=1N(C2=NC=NC(=C2N1)OC1(CC1)C)CC1=NC=CC(=C1)C